C(C1=CC=CC=C1)C(C(=O)O)(CC(=O)O)CI.NCC1=NC=CC(=C1)NS(=O)(=O)C1CC1 N-[2-(aminomethyl)pyridin-4-yl]cyclopropanesulfonamide benzyl-(iodomethyl)succinate